tert-butyl (4-(cyclohexyl(methyl)amino)butyl)carbamate C1(CCCCC1)N(CCCCNC(OC(C)(C)C)=O)C